F[B-](F)(F)F.C(C)NN1CN(C=C1)C (1-ethylamino-3-methylimidazole) tetrafluoroborate